FC1=C2[C@H](CCOC2=C(C=C1)F)NS(=O)(=O)C1=CC=C(C=C1)OC(F)(F)F (S)-N-(5,8-difluorochroman-4-yl)-4-(trifluoromethoxy)benzenesulfonamide